FC1=CC=C(C=C1)C=CC(=O)C1=C(C(=O)O)C=CC=C1 2-[3-(4-Fluorophenyl)prop-2-enoyl]benzoic acid